Thioacetic acid S-(5-hydroxy-4,4-dimethylpentyl) ester OCC(CCCSC(C)=O)(C)C